O1CCN(CC1)C1=CC=C(C=N1)NC1=NC=CC(=N1)C1=CC=C(C(=O)OCC)C=C1 ethyl 4-(2-(6-morpholinopyridin-3-ylamino)pyrimidin-4-yl)benzoate